CC1([C@H]2CNC[C@@H]1CC2)O (1R,5S,8r)-8-methyl-3-azabicyclo[3.2.1]Octan-8-ol